2-(4-amino-3-methyl-phenyl)-4-methyl-benzimidazole-5-amine NC1=C(C=C(C=C1)C=1NC2=C(N1)C=CC(=C2C)N)C